1,2-dihydro-1,3-diethyl-4-methyl-2-oxo-pyrimidinium C(C)[NH+]1C(N(C(C=C1)C)CC)=O